sodium methanthiolate C[S-].[Na+]